(S)-4-(1-aminoprop-2-yl)benzonitrile hydrochloride Cl.NC[C@@H](C)C1=CC=C(C#N)C=C1